1-{2-[(tert-butyldimethylsilyl)oxy]ethyl}-1-{[1-(4-chloro-3-fluorophenyl)-1H-1,2,3,4-tetrazol-5-yl]methyl}-3-{[1-(4-chloro-3-fluorophenyl)-1H-1,2,4-triazol-5-yl]methyl}urea [Si](C)(C)(C(C)(C)C)OCCN(C(=O)NCC1=NC=NN1C1=CC(=C(C=C1)Cl)F)CC1=NN=NN1C1=CC(=C(C=C1)Cl)F